3-(4-isobutyl-6-methylcyclohexa-1,3-dien-1-yl)propanoic acid C(C(C)C)C1=CC=C(C(C1)C)CCC(=O)O